FC=1C=C2C=C(NC2=CC1)C(=O)O 5-Fluoroindole-2-carboxylic acid